(1-(2-chloro-5-((1-(oxetan-3-yl)-1H-pyrazol-4-yl)ethynyl)pyridin-4-yl)-4-methylpiperidin-4-yl)methanol ClC1=NC=C(C(=C1)N1CCC(CC1)(C)CO)C#CC=1C=NN(C1)C1COC1